3-{[2-(4-chlorophenyl)imidazo[1,2-a]pyridin-3-yl]methyl}-3,8-diazabicyclo[3.2.1]octane-8-carboxylic acid tert-butyl ester C(C)(C)(C)OC(=O)N1C2CN(CC1CC2)CC2=C(N=C1N2C=CC=C1)C1=CC=C(C=C1)Cl